COC1=CC=C(CN2C(N(CCC2=O)C=2C=NN3C2C=CC(=C3)N3CCN(CC3)C(=O)OC(C)(C)C)=O)C=C1 tert-butyl 4-(3-(3-(4-methoxybenzyl)-2,4-dioxotetrahydropyrimidin-1(2H)-yl)pyrazolo[1,5-a]pyridin-6-yl)piperazine-1-carboxylate